4-methyl-N-[[3-methyl-2-(2-methylthiazol-4-yl)-1H-indol-5-yl]methyl]pyrimidine-5-carboxamide CC1=NC=NC=C1C(=O)NCC=1C=C2C(=C(NC2=CC1)C=1N=C(SC1)C)C